but-2-enal C(C=CC)=O